ClC1=CC(=C(C(=C1)C)C1=CC2=C(N=N1)N(CCC2(O)C)[C@H]2CN(CCC2)C)O 3-(4-chloro-2-hydroxy-6-methylphenyl)-5-methyl-8-((R)-1-methylpiperidin-3-yl)-5,6,7,8-tetrahydropyrido[2,3-c]pyridazin-5-ol